O1COC2=C1C=CC(=C2)C[C@@H](C)N(C(SC)=O)C S-methyl (R)-(1-(benzo[d][1,3]dioxol-5-yl)propan-2-yl)(methyl)carbamothioate